(4bR,8aR)-4b,7,7-trimethyl-N-(4-((1S,4S)-5-methyl-2,5-diazabicyclo[2.2.1]heptan-2-yl)phenyl)-4b,5,7,8,8a,9-hexahydropyrano[3',4':4,5]pyrrolo[2,3-d]pyrimidin-2-amine C[C@]12[C@H](NC=3N=C(N=CC31)NC3=CC=C(C=C3)N3[C@@H]1CN([C@H](C3)C1)C)CC(OC2)(C)C